6-(4-chlorobenzyl)-3-[(2-methylpyridin-3-yl)methyl]-8-(morpholin-4-yl)pyrido[2,3-e][1,2,4]triazolo[4,3-c]pyrimidin-5(6H)-one ClC1=CC=C(CN2C(N3C(C4=C2C=C(C=N4)N4CCOCC4)=NN=C3CC=3C(=NC=CC3)C)=O)C=C1